trans-(3RS,4RS)-4-(pyridin-2-yldithio)tetrahydrofuran-3-ol N1=C(C=CC=C1)SS[C@H]1[C@@H](COC1)O |r|